ClC=1C(=CC(=C(C(=O)O)C1)OC1=C(C=C(C=C1)OC(F)(F)F)F)C(F)(F)F 5-Chloro-2-(2-fluoro-4-(trifluoromethoxy)phenoxy)-4-(trifluoromethyl)benzoic acid